C1N(CCC2=CC=CC=C12)C[C@H](CN1CCOC2=C(C1=O)C=CC(=C2)OC2CN(CCC2)CC)O 4-[(2R)-3-(3,4-dihydro-1H-isoquinolin-2-yl)-2-hydroxy-propyl]-8-[(1-ethyl-3-piperidyl)oxy]-2,3-dihydro-1,4-benzoxazepin-5-one